3-[8-fluoro-5-(4-fluoro-3-methoxy-phenyl)-6-isopropenyl-1H-pyrrolo[2,3-f]indazol-7-yl]propanoic acid FC=1C2=C(C=C3C=NNC13)N(C(=C2CCC(=O)O)C(=C)C)C2=CC(=C(C=C2)F)OC